5-[(7-CHLORO-4-QUINOLINYL)AMINO]-2-HYDROXYBENZALDEHYDE ClC1=CC=C2C(=CC=NC2=C1)NC=1C=CC(=C(C=O)C1)O